4-Fluoro-2-(trifluoromethoxy)phenol FC1=CC(=C(C=C1)O)OC(F)(F)F